CC=1NC(C=CC1N1CN(C2=CC=C(C=C2C1=O)C(F)(F)F)C=1SC=CC1C)=O 3-(2-methyl-6-oxo-1,6-dihydropyridin-3-yl)-1-(3-methylthiophene-2-yl)-6-(trifluoromethyl)-2,3-dihydroquinazolin-4(1H)-one